(S)-2-(6-chloro-2-(pyridin-4-yl)-1,2,3,4-Tetrahydroisoquinolin-8-yl)pyrrolidine-1-carboxylate ClC=1C=C2CCN(CC2=C(C1)[C@H]1N(CCC1)C(=O)[O-])C1=CC=NC=C1